4'-((perfluoro-naphthalene-2,6-diyl)bis(oxy))dibenzonitrile FC1=C(C(=C(C2=C(C(=C(C(=C12)F)F)OC1=C(C#N)C=CC=C1)F)F)F)OC1=C(C#N)C=CC=C1